S=C(NCCC(NCCS)=S)[C@H](O)C(C)(C)CO Bisthiopantetheine